OC1=C(C=C(C=C1)CCC)C(C)(C)C 4-hydroxy-3-tert-butylphenylpropane